methyl (2S)-6-[tert-butoxycarbonyl(2-naphthylmethyl)amino]-2-[[(2S)-2-hydroxy-3-methylbutanoyl]amino]hexanoate C(C)(C)(C)OC(=O)N(CCCC[C@@H](C(=O)OC)NC([C@H](C(C)C)O)=O)CC1=CC2=CC=CC=C2C=C1